FC(C1=CC=2C(=NCNC2)N=C1)(F)F 6-(trifluoromethyl)-2,3-dihydropyrido[2,3-d]pyrimidin